NC1=NC=CC(=N1)N1C[C@@H](CCC1)/C=C/C(=O)OCC ethyl (S,E)-3-(1-(2-aminopyrimidin-4-yl)piperidin-3-yl)acrylate